FC=1C(=CC2=C(C(NC=3CNC[C@@H](C23)N(C(=O)C=2C=C3C=C(C=CN3C2)C(F)F)C)=O)C1)F (R)-N-(8,9-difluoro-6-oxo-1,2,3,4,5,6-hexahydrobenzo[c][1,7]naphthyridin-1-yl)-7-(difluoromethyl)-N-methyl-indolizine-2-carboxamide